(cis)-3-cyclopropyl-N-(2,2,2-trifluoroethyl)-4-((5-(trifluoromethyl)-1H-pyrrolo[2,3-b]pyridin-4-yl)amino)pyrrolidin-1-carboxamide C1(CC1)[C@@H]1CN(C[C@@H]1NC1=C2C(=NC=C1C(F)(F)F)NC=C2)C(=O)NCC(F)(F)F